[Cu].[Pb].[Sn] tin-lead copper